CC1=NC(=CC(=C1)C1=NC(=CC=C1)C1=NC2=CC(=NC=C2C=C1)CNC(=O)C=1C=CC2=C(C(=CO2)S(=O)(=O)C)C1)C N-((2-(2',6'-dimethyl-[2,4'-bipyridyl]-6-yl)-1,6-naphthyridin-7-yl)methyl)-3-(methylsulfonyl)benzofuran-5-carboxamide